C(C)(C)(CC)[Sn](OC(C)(C)C)(OC(C)(C)C)OC(C)(C)C t-pentyltris(t-butoxy)tin